CN1C(N(C(=C(C1=O)NC(C=C)=O)C)CC#C)=O N-(3,6-dimethyl-2,4-dioxo-1-(prop-2-yn-1-yl)-1,2,3,4-tetrahydropyrimidin-5-yl)acrylamide